BrC1=C(OC2=CC=3C=4C5=C(C(=CC4C(C3C=C2)(C)C)N(C2=CC=CC=C2)C2=CC=CC=C2)C=CC=C5)C=CC=C1OC1=CC=CC=C1 10-(2-bromo-3-phenoxyphenoxy)-7,7-dimethyl-N,N-diphenyl-7H-benzo[c]fluorene-5-amine